((6-(6-bromo-4-fluoro-1H-benzo[d][1,2,3]triazol-1-yl)-1H-indazol-3-yl)methoxy)malonic acid BrC=1C=C(C2=C(N(N=N2)C2=CC=C3C(=NNC3=C2)COC(C(=O)O)C(=O)O)C1)F